ClC1=NC(=C2N(C=NC2=N1)C(=O)N1C[C@H](OCC1)C(=O)C=1SC(=CN1)C1=NC=CC=C1F)Cl 2,6-dichloropurine-7-yl(2-(S)-(5-(3-fluoropyridin-2-yl)thiazol-2-carbonyl)-morpholin-4-yl)methanone